6-acetyl-8-cyclopentyl-5-methyl-2-((1,2,3,4-tetrahydroisoquinolin-6-yl)amino)pyrido[2,3-d]pyrimidin-7(8H)-one C(C)(=O)C1=C(C2=C(N=C(N=C2)NC=2C=C3CCNCC3=CC2)N(C1=O)C1CCCC1)C